NC1=CC2=C(C(N=C2C=C1)=O)C1OCC(CO1)(C)C 5-amino-3-(5,5-dimethyl-1,3-dioxan-2-yl)-2-oxoindol